(R)-N,N-dimethyl-3-pyrrolidinamine CN(C)[C@@H]1CCNC1